2,2'-((2-((2-(3-(2-(bis(2-((cyanomethyl)amino)eth-yl)amino)ethyl)-2-oxoimidazolidin-1-yl)ethyl)amino)ethyl)azane-diyl)diacetonitrile C(#N)CNCCN(CCN1C(N(CC1)CCNCCN(CC#N)CC#N)=O)CCNCC#N